C(C1=CC=CC=C1)N[C@H]1[C@H](CCCC1)NC=1C=C2CN(C(C2=CC1)=O)C1C(NC(CC1)=O)=O 3-(5-(((1S,2R)-2-(benzylamino)cyclohexyl)amino)-1-oxoisoindolin-2-yl)piperidine-2,6-dione